COC1=CC=C(C2=C1OC1(CCSCC1)O2)C(C)=O 1-(7-methoxyspiro[1,3-benzodioxol-2,4'-tetrahydrothiopyran]-4-yl)ethanone